1-Methylpyrrolidin-one CN1C(CCC1)=O